thieno[2,3-c]pyridin-3-yl-boronic acid pinacol ester S1C=C(C=2C1=CN=CC2)B2OC(C)(C)C(C)(C)O2